1-undecayne C#CCCCCCCCCC